4-methyl-5-(2-methyl-oxetan-2-yl)isobenzofuran-1(3H)-one CC1=C2COC(C2=CC=C1C1(OCC1)C)=O